C1(=CC=CC=C1)C1=NC(=NC(=N1)C1=CC=CC=C1)C1=C(C=C(C=C1)OC)O 2-(4,6-diphenyl-1,3,5-triazin-2-yl)-5-methyloxyphenol